C1[C@@H](C=C[C@@H]1N2C=NC3=C2N=C(N=C3N4CC(C4)F)N)CO The molecule is a 2,6-diaminopurine that is an analogue of abacavir in which the cyclopropylamino group at position 6 of the purine moiety is replaced by a 3-fluoroazetidin-1-yl group. One of a series of synthesised abacavir analogues with antiviral activity found to stimulate IFN-gamma secretion in abacavir-responsive clones. It has a role as an antiviral agent. It derives from an abacavir.